COC(/C(/C1=C(C=CC=C1)C)=N/OC)=O (E)-2-(2'-methylphenyl)-methoxyiminoacetic acid methyl ester